(S)-1-(2-Chloro-pyridin-4-ylmethyl)-6-fluoro-2-methyl-7-((R)-3-methylmorpholin-4-yl)-2-trifluoromethyl-2,3-dihydro-1H-imidazo[1,2-a]-pyrimidin-5-one ClC1=NC=CC(=C1)CN1[C@@](CN2C1=NC(=C(C2=O)F)N2[C@@H](COCC2)C)(C(F)(F)F)C